C(C)N(S(=O)(=O)C1=C(C=C(C=C1CCCCC)O)O)CC N,N-diethyl-2,4-dihydroxy-6-pentylbenzenesulfonamide